(4-methylbenzo[d]oxazol-2-yl)benzene-1,4-diamine CC1=CC=CC2=C1N=C(O2)C2=C(C=CC(=C2)N)N